OC1=C(C(=O)NC2=C(C=CC(=N2)C(=O)O)C(=O)O)C=C(C=C1S(=O)(=O)O)O 6-(2,5-dihydroxy-3-sulfobenzamido)pyridine-2,5-dicarboxylic acid